9-(3-fluoro-2-phosphonomethoxypropyl)adenine FCC(CN1C2=NC=NC(=C2N=C1)N)OCP(=O)(O)O